N(C1=CC=CC=C1)CCN1C=COC2=C1C=CC=C2 N-(2-(anilino)ethyl)-1,4-benzoxazine